O[C@H](COC1=NC=C(C=N1)NC(O[C@@H](COC1=C(C=C2C(=N1)SC(=N2)C2=C1N=CC(=NC1=CC(=C2)C)OC)F)C)=O)C (R)-1-((6-fluoro-2-(2-methoxy-7-methylquinoxalin-5-yl)thiazolo[5,4-b]pyridin-5-yl)oxy)propan-2-yl (2-((S)-2-hydroxypropoxy)pyrimidin-5-yl)carbamate